tert-butyl (R)-4-(1-hydroxyethyl)benzoate O[C@H](C)C1=CC=C(C(=O)OC(C)(C)C)C=C1